((4-methylpiperidin-1-yl)methyl)-4-(naphthalene-1-yl)pyridine CC1CCN(CC1)CC1=NC=CC(=C1)C1=CC=CC2=CC=CC=C12